FC1=C(C=C(C=C1)OC=1C(=C2C=CNC2=C(C1F)F)F)C1=NC(=NN1)[C@@]1(CCOC2=C(C=CC=C12)CCC(=O)OCC)C ethyl (R)-3-(4-(5-(2-fluoro-5-((4,6,7-trifluoro-1H-indol-5-yl)oxy)phenyl)-1H-1,2,4-triazol-3-yl)-4-methylchroman-8-yl)propanoate